9-hydroxyoctadecanedioic acid OC(CCCCCCCC(=O)O)CCCCCCCCC(=O)O